(1S)-(1-(3,5-dichloropyridin-4-yl) ethyl)-methanesulfonate ClC=1C=NC=C(C1[C@H](C)CS(=O)(=O)[O-])Cl